Cl.NCCCC=C(C(=O)N)C 3-aminopropyl-methacrylamide hydrochloride